C(#N)C=1C=C(C=CC1)C=1N=C(SC1C=1C=C2C(=NC=NC2=CC1)C)NC(=O)N1CC2(CCO2)C1 N-[4-(3-cyanophenyl)-5-(4-methyl-quinazolin-6-yl)thiazol-2-yl]-1-oxa-6-azaspiro[3.3]heptane-6-carboxamide